1-(4,6-dimethoxypyrimidin-2-yl)-3-(3-ethylsulfonyl-2-pyridinesulfonyl)urea COC1=NC(=NC(=C1)OC)NC(=O)NS(=O)(=O)C1=NC=CC=C1S(=O)(=O)CC